FC(C1=CC=C(CN2C=3N(CC(C2)CN)N=CC3)C=C1)(F)F (4-(4-(trifluoromethyl)benzyl)-4,5,6,7-tetrahydropyrazolo[1,5-a]pyrimidin-6-yl)methylamine